C(C)(C)(C)OC(=O)N[C@@H](C(C)C)C(=O)O[C@@H]1[C@H](O[C@]([C@@H]1O)(C1=CC=C2C(=NC=NN21)NC([C@H](CC)C)=O)C#N)COC(CC2=CC=CC=C2)=O (2R,3S,4R,5R)-5-cyano-4-hydroxy-5-(4-((S)-2-methylbutanamido)pyrrolo[2,1-f][1,2,4]triazin-7-yl)-2-((2-phenylacetoxy)methyl)tetrahydrofuran-3-yl (tert-butoxycarbonyl)-L-valinate